C(CS)S dimethylene thiol